OC1=C(N(C2=CC=C(C(=C12)C(C(=O)C1=CC2=CC=CC=C2C=C1)=O)OC)C1=CC=C(C=C1)OC)C1=CC2=CC=CC=C2C=C1 1-(3-hydroxy-5-methoxy-1-(4-methoxyphenyl)-2-(naphthalen-2-yl)-1H-indol-4-yl)-2-(naphthalen-2-yl)ethane-1,2-dione